5-sulfonyl-N-(3-methylphenyl)amide S(=O)(=O)=C1CC(=CC(=C1)[NH-])C